N-[3-(diethylamino)propyl]acrylamide C(C)N(CCCNC(C=C)=O)CC